ClC=1C(=CC(=C(C(=O)N(CC2=CC=C(C=C2)C(NC)=O)C)C1)O)O 5-chloro-2,4-dihydroxy-N-methyl-N-(4-(methylcarbamoyl)benzyl)benzamide